C(C)(C)[Si](C#CC1=NN(C2=CC=C(C=C12)B1OC(C(O1)(C)C)(C)C)C1OCCCC1)(C(C)C)C(C)C triisopropyl-[2-[1-tetrahydropyran-2-yl-5-(4,4,5,5-tetramethyl-1,3,2-dioxaborolan-2-yl)indazol-3-yl]ethynyl]silane